O1C=C(C2=C1C=CC=C2)C2=C[C@@H](CNC2)C (s)-5-(benzofuran-3-yl)-3-methyl-1,2,3,6-tetrahydropyridine